[Br-].C[N+](CC(COC(CCCCCCC\C=C/CCCCCCCC)=O)OC(CCCCCCC\C=C/CCCCCCCC)=O)(CCCCCO)C dimethyl-5-hydroxypentyl-2,3-dioleoyloxypropylammonium bromide